ClC1=C([C-](C=C1)P(C1=CC=CC=C1)C1=CC=CC=C1)Cl.[C-]1(C=CC=C1)P(C1=CC=CC=C1)C1=CC=CC=C1.[Fe+2] dichloro[1,1'-bis(diphenylphosphino)-ferrocene]